C1(CCCCC1)COC=1C(C=C(OC1)CN1CC2=CC=CC=C2C1)=O 5-(cyclohexylmethoxy)-2-(isoindolin-2-ylmethyl)-4H-pyran-4-one